Cl.N[C@H](C(=O)OC(C)(C)C)C(C)C tert-butyl (2S)-2-amino-3-methylbutanoate hydrochloride